2-(4'-secondary amyl-benzoyl)benzoic acid C(C)(CCC)C1=CC=C(C(=O)C2=C(C(=O)O)C=CC=C2)C=C1